N1=CC=C(C=C1)C=1N=NC(=NN1)C1=CC=NC=C1 3,6-bis(4-pyridinyl)-1,2,4,5-tetrazine